NC1=NN2C(C=C(C=C2)C=2C=C(C(=NC2)OC)C(=O)NCC2=C(C=CC=C2)OC2CC(CC2)C)=N1 5-{2-amino-[1,2,4]triazolo[1,5-a]pyridin-7-yl}-2-methoxy-N-({2-[(3-methylcyclopentyl)oxy]phenyl}methyl)pyridine-3-carboxamide